(5R)-5-phenyl-N-[3-[5-[3-cis-(trifluoromethoxy)cyclobutyl]-1,3,4-oxadiazol-2-yl]-1-bicyclo[1.1.1]pentanyl]-4,5-dihydroisoxazole-3-carboxamide C1(=CC=CC=C1)[C@H]1CC(=NO1)C(=O)NC12CC(C1)(C2)C=2OC(=NN2)C2(CCC2)OC(F)(F)F